tert-butyl (6-((2-(2,6-dioxopiperidin-3-yl)-1,3-dioxoisoindolin-4-yl) amino)hexyl)carbamate O=C1NC(CCC1N1C(C2=CC=CC(=C2C1=O)NCCCCCCNC(OC(C)(C)C)=O)=O)=O